FC1=CC(=C(C=C1)C1=CC=CC=C1)P(C1=CC=CC=C1)C1=CC=CC=C1 (4-fluoro-[1,1'-biphenyl]-2-yl)diphenylphosphine